5-iodo-2-adamantanone IC12CC3C(C(CC(C1)C3)C2)=O